4-((2S,5R)-4-((4-Chloro-2-fluorophenyl)(3,3-difluorocyclobutyl)methyl)-2,5-dimethylpiperazin-1-yl)-2-methyl-1-(((S)-tetrahydrofuran-2-yl)methyl)-1H-[1,2,4]triazolo[3,4-b]purine ClC1=CC(=C(C=C1)C(N1C[C@@H](N(C[C@H]1C)C=1C=2N=C(N(C2N2C(N1)=NN=C2)C[C@H]2OCCC2)C)C)C2CC(C2)(F)F)F